(2S,4R)-4-hydroxy-1-[2-(3-hydroxyisoxazol-5-yl)-3-methyl-butanoyl]-N-[[4-(4-methylthiazol-5-yl)phenyl]methyl]pyrrolidine-2-carboxamide O[C@@H]1C[C@H](N(C1)C(C(C(C)C)C1=CC(=NO1)O)=O)C(=O)NCC1=CC=C(C=C1)C1=C(N=CS1)C